CN1CCN(CC1)C1=NC=CC(=C1)NC=1N=CC2=C(N1)CNCC2 2-(4-methylpiperazin-1-yl)-N-{5H,6H,7H,8H-pyrido[3,4-d]pyrimidin-2-yl}pyridin-4-amine